(S)-4-(benzyloxy)-3,5-dimethyl-2-(2-methyl-4-oxo-4-((1,2,3,10-tetramethoxy-9-oxo-5,6,7,9-tetrahydrobenzo[a]heptalen-7-yl)amino)butan-2-yl)phenyl isobutyl carbonate C(OC1=C(C(=C(C(=C1)C)OCC1=CC=CC=C1)C)C(C)(CC(N[C@H]1CCC2=C(C3=CC=C(C(C=C13)=O)OC)C(=C(C(=C2)OC)OC)OC)=O)C)(OCC(C)C)=O